2-Ethylhexane-1,3-diamine C(C)C(CN)C(CCC)N